FC1=CC(=C(OC=2N=NC(=C(C2C(=O)O)C)C(F)(F)F)C=C1)C 3-(4-fluoro-2-methylphenoxy)-5-methyl-6-(trifluoromethyl)pyridazine-4-carboxylic acid